propyl α-fluoroacrylate FC(C(=O)OCCC)=C